C(C)(C)(C)OC(=O)N1C[C@H](CC1)[C@@H](C(=O)O)CC1=CC(=C(C=C1)F)[N+](=O)[O-] (2S)-2-[(3R)-1-tert-Butoxycarbonylpyrrolidin-3-yl]-3-(4-fluoro-3-nitro-phenyl)propanoic acid